bis(4,6-diphenyl-1,3,5-triazin-2-yl)-1,1'-biphenyl C1(=CC=CC=C1)C1=NC(=NC(=N1)C1=CC=CC=C1)C1=CC=C(C=C1)C1=CC=C(C=C1)C1=NC(=NC(=N1)C1=CC=CC=C1)C1=CC=CC=C1